OB(CCCCC1(NCCCC1)C(=O)O)O 2-(4-dihydroxyborylbutyl)piperidine-2-carboxylic acid